C(C)(C)(C)OC(=O)N1N=CC2=NC=CC=C21 1H-pyrazolo[4,3-b]pyridine-1-carboxylic acid tert-butyl ester